N=1N(N=C2C1C=CC=C2)C=2C=C(C(=O)OCCCCCCCCCCCCOC(C1=CC(=C(C=C1)O)N1N=C3C(=N1)C=CC=C3)=O)C=CC2O 1,12-dodecanediyl bis(3-(2H-benzotriazol-2-yl)-4-hydroxybenzoate)